FC1=CC=C(C=C1)C1N(C(CN(C1)C(=O)OCC1=CC=CC=C1)(C)C)C(NCCCCC)=O benzyl 5-(4-fluorophenyl)-3,3-dimethyl-4-(pentylcarbamoyl)piperazine-1-carboxylate